4-[(1-ethyl-propyl)amino]-2-methyl-3,5-dinitrobenzoic acid C(C)C(CC)NC1=C(C(=C(C(=O)O)C=C1[N+](=O)[O-])C)[N+](=O)[O-]